(S)-3-amino-5-methyl-7-(((R)-tetrahydrofuran-3-yl)oxy)-2,3-dihydrobenzo[b][1,4]oxazepin-4(5H)-one hydrochloride Cl.N[C@@H]1C(N(C2=C(OC1)C=CC(=C2)O[C@H]2COCC2)C)=O